2-(((2R*,3R*)-4-bromo-5-chloro-6-fluoro-3-hydroxy-3-methyl-2-(pyridin-2-yl)-2,3-dihydrobenzofuran-2-yl)methyl)isoindoline-1,3-dione BrC1=C(C(=CC2=C1[C@@]([C@](O2)(C2=NC=CC=C2)CN2C(C1=CC=CC=C1C2=O)=O)(C)O)F)Cl |o1:7,8|